COC1CC(C1)C(=O)NC1=CC2=C(C=N1)C=C(N2)C2=CC(=NC=C2)C (1s,3s)-3-methoxy-N-(2-(2-methylpyridin-4-yl)-1H-pyrrolo[3,2-c]pyridin-6-yl)cyclobutanecarboxamide